N1,N2-bis(3-ethylpentan-3-yl)ethane-1,2-diamine-di-hydrochloride Cl.Cl.C(C)C(CC)(CC)NCCNC(CC)(CC)CC